ethylenedioxy-isatin C1ON2C(=O)C(=O)C3=C(C=CC=C23)OC1